N-((2S,3S)-4,4-difluoro-3-hydroxy-1-(hydroxyamino)-3-methyl-1-oxobutan-2-yl)-4-(1H-pyrrol-1-yl)benzamide FC([C@@]([C@@H](C(=O)NO)NC(C1=CC=C(C=C1)N1C=CC=C1)=O)(C)O)F